Bis-(dodecylphenyl)iodonium C(CCCCCCCCCCC)C1=C(C=CC=C1)[I+]C1=C(C=CC=C1)CCCCCCCCCCCC